FC=1C=C(C=CC1F)N1C(CCCC12CCN(CC2)C2=NC(=NC(=C2)N2N=CC=C2)N2CCOCC2)=O 1-(3,4-difluorophenyl)-9-(2-morpholino-6-(1H-pyrazol-1-yl)pyrimidin-4-yl)-1,9-diazaspiro[5.5]undecan-2-one